ClCCCCC1C(NC(C(C1)(C)C)(C)C)=O 3-(4-chlorobutyl)-5,5,6,6-tetramethylpiperidin-2-one